S1C=2N(N=C1)C(=CN2)C=NO imidazo[2,1-b][1,3,4]thiadiazole-5-carbaldehyde oxime